C(C)O[Si](OCC)(OCC)CN1C=CC=C1 1-(Triethoxysilyl-methyl)pyrrol